N-[cyclobutyl(phenyl)methyl]formamide C1(CCC1)C(NC=O)C1=CC=CC=C1